N1(CCC1)C1=C(C=CC(=N1)C(=O)NC=1C(=NNC1C)C)OC1=CC=C(C=C1)C(F)(F)F 6-(Azetidin-1-yl)-N-(3,5-dimethyl-1H-pyrazol-4-yl)-5-[4-(trifluoromethyl)phenoxy]pyridine-2-carboxamide